N-{(1R)-5-[5-(2-methoxyethyl)(1,2,4-oxadiazol-3-yl)]indanyl}(1-methylpyrazol-4-yl)carboxamide COCCC1=NC(=NO1)C=1C=C2CC[C@H](C2=CC1)NC(=O)C=1C=NN(C1)C